7β,19-epoxy-cholest-4-ene-3,6-dione CC(C)CCC[C@@H](C)[C@H]1CC[C@H]2[C@@H]3[C@@H]4C(C5=CC(CC[C@]5(CO4)[C@H]3CC[C@]12C)=O)=O